trishydroxymethylnitromethane OCC([N+](=O)[O-])(CO)CO